ClC=1C=C(C2=C(C=C(O2)CNC(=O)C=2C3=C(C=NC2)N(C=N3)C)C1)C(=O)OC Methyl 5-chloro-2-((3-methyl-3H-imidazo[4,5-c]pyridine-7-carboxamido)methyl)benzofuran-7-carboxylate